caffeine lactate C(C(O)C)(=O)O.N1(C)C(=O)N(C)C=2N=CN(C)C2C1=O